COC1CC(C1)(C1=NN=CN1C)C=1C=CC=CC1 3-((1s,3R)-3-methoxy-1-(4-methyl-4H-1,2,4-triazol-3-yl)cyclobutyl)benzene